The molecule is an organic cation obtained by deprotonation of the amino group of 2-deoxy-scyllo-inosamine; major species at pH 7.3. It is an ammonium ion derivative and an organic cation. It is a conjugate acid of a 2-deoxy-scyllo-inosamine. C1[C@@H]([C@H]([C@@H]([C@H]([C@@H]1O)O)O)O)[NH3+]